2-methylbutane-1,2-diol CC(CO)(CC)O